N[Pt](N)(N)(N)(N)(N)(Cl)Cl Hexaaminoplatinum dichloride